FC=1C=C(C=C(C1)C(F)(F)F)C1(CCC1)N(C(OC)=O)C[C@@H]1NCCC1 methyl N-{1-[3-fluoro-5-(trifluoromethyl)phenyl]cyclobutyl}-N-{[(2R)-pyrrolidin-2-yl]methyl}carbamate